FC(C(=O)N1CC(C1)N1N=C(C=2C1=NC=CN2)C=2C=NC(=CC2)C(F)(F)F)=C 2-fluoro-1-(3-(3-(6-(trifluoro-methyl)pyridin-3-yl)-1H-pyrazolo[3,4-b]pyrazin-1-yl)-azetidin-1-yl)prop-2-en-1-one